Methyl 4'-((tert-butoxycarbonyl)amino)-[1,1'-biphenyl]-4-carboxylate C(C)(C)(C)OC(=O)NC1=CC=C(C=C1)C1=CC=C(C=C1)C(=O)OC